C(C)OC(CCC1=NC=CC(=C1)C(O)C1=CC=C(C=C1)C(N)=O)=O.C[C@@H]1N(C2=CC=CC=C2[C@@H](C1)NC1=CC=C(C(=O)N)C=C1)C(CC)=O 4-{[(2S,4R)-2-methyl-1-propionyl-1,2,3,4-tetrahydroquinolin-4-yl]Amino}benzamide ethyl-3-(4-((4-carbamoylphenyl)(hydroxy)methyl)pyridin-2-yl)propanoate